2-(2-fluoro-3-(trifluoromethyl)phenyl)-N-(5-fluoro-6-(4-(pyrrolidin-1-yl)-1H-imidazol-1-yl)pyridin-3-yl)acetamide FC1=C(C=CC=C1C(F)(F)F)CC(=O)NC=1C=NC(=C(C1)F)N1C=NC(=C1)N1CCCC1